Dimethyl arsenate [As](OC)(OC)([O-])=O